CC(CC1=CN=CC=2N=C(N=C(C21)N)C2=CC=NC=C2)C (2-methylpropyl)-2-(pyridin-4-yl)pyrido[3,4-d]pyrimidin-4-amine